ClC=1C=C(C=CC1)C(C(=O)O)CC=1N(C=2C(=C3CC[C@@H](N(C3=CC2)C(=O)OC)C)N1)[C@@H]1CC[C@H](CC1)OC 2-(3-chlorophenyl)-3-((S)-6-(methoxycarbonyl)-3-((trans)-4-methoxycyclohexyl)-7-methyl-6,7,8,9-tetrahydro-3H-imidazo[4,5-f]quinolin-2-yl)propanoic acid